4-(3-methyl-2-oxo-8-quinolin-3-yl-2,3-dihydro-imidazo[4,5-c]quinolin-1-yl)-phenyl-propionitrile CN1C(N(C2=C1C=NC=1C=CC(=CC21)C=2C=NC1=CC=CC=C1C2)C2=CC=C(C=C2)C(C#N)C)=O